COC=1C(=NC2=CC=CC=C2C1)N 3-methoxyquinolin-2-amine